4-(6-amino-2-chloro-9H-purin-9-yl)-N-{4-[(trifluoromethyl)sulfonyl]phenyl}cyclohexanecarboxamide NC1=C2N=CN(C2=NC(=N1)Cl)C1CCC(CC1)C(=O)NC1=CC=C(C=C1)S(=O)(=O)C(F)(F)F